(R)-2-methyl-N-(1-(naphthalen-1-yl)ethyl)-5-((N-phenylsulfamoyl)amino)benzamide CC1=C(C(=O)N[C@H](C)C2=CC=CC3=CC=CC=C23)C=C(C=C1)NS(NC1=CC=CC=C1)(=O)=O